CN(C(C1=CC=C(C=C1)C1=NOC(=N1)C(F)(F)F)=O)C1=CC=CC=C1 N-Methyl-N-phenyl-4-[5-(trifluoromethyl)-1,2,4-oxadiazol-3-yl]benzamid